1-(6-furoyl-9-ethylcarbazol-3-yl)-(3-cyclohexyl)-propane-1,2-dione-2-oxime acetate C(C)(=O)O.O1C(=CC=C1)C(=O)C=1C=C2C=3C=C(C=CC3N(C2=CC1)CC)C(C(CC1CCCCC1)=NO)=O